C(C)N(S(=O)(=O)C=1C=CC=2N(N1)C(=NN2)C(F)(F)F)C(C(F)(F)F)C2=CC=C(C=C2)F N-ethyl-N-(2,2,2-trifluoro-1-(4-fluorophenyl)ethyl)-3-(trifluoromethyl)-[1,2,4]triazolo[4,3-b]pyridazine-6-sulfonamide